C[C@H]([C@@H](CC1CCOCC1)S(=O)(=O)N)CC=C (2R,3S)-3-METHYL-1-(TETRAHYDRO-2H-PYRAN-4-YL)HEX-5-ENE-2-SULFONAMIDE